N-(3-(4-amino-7-(cis-3-(aminomethyl)cyclobutyl)-7H-pyrrolo[2,3-d]pyrimidin-5-yl)benzyl)methanesulfonamide NC=1C2=C(N=CN1)N(C=C2C=2C=C(CNS(=O)(=O)C)C=CC2)[C@@H]2C[C@@H](C2)CN